(2S)-3-methylbutan-2-amine CC([C@H](C)N)C